COC(=O)C1=NN(C2=C1CCC=1C=NC(=NC21)NC2=C(C=CC(=C2)N2CCN(CC2)C)OC(F)(F)F)CCOC(C)=O 1-(2-acetoxyethyl)-8-((5-(4-methylpiperazin-1-yl)-2-(trifluoromethoxy)phenyl)amino)-4,5-dihydro-1H-pyrazolo[4,3-H]quinazoline-3-carboxylic acid methyl ester